ClC=1C=C(CN2C[C@@H](OCC2)CNC(CSC=2SC=C(N2)C2=CC=NC=C2)=O)C=CC1Cl (2S)-N-{[4-(3,4-dichlorobenzyl)morpholin-2-yl]methyl}-[4-(pyridin-4-yl)thiazol-2-ylsulfanyl]acetamide